1,5,6-O-trinonanoyl-sorbitol C(CCCCCCCC)(=O)C(O)[C@H](O)[C@@H](O)[C@H](O)[C@](O)(COC(CCCCCCCC)=O)C(CCCCCCCC)=O